ClC=1C(=CC2=C(N(C(=N2)C)C)C1)C=1C=C(C=CC1)NC(C1=CC(=C(C=C1)NC(\C=C\CNC1CCC(CC1)N(CC)CC)=O)F)=O N-(3-(6-chloro-1,2-dimethyl-1H-benzo[d]imidazol-5-yl)phenyl)-4-((E)-4-(((1r,4r)-4-(diethylamino)cyclohexyl)amino)but-2-enamido)-3-fluorobenzamide